C(#N)C=C1CN(C1)C(=O)O 3-(cyanomethylene)-azetidine-1-carboxylic acid